N-(4-((5-(furan-2-yl)-2-methoxyphenyl)amino)-7-(3-methoxypropoxy)quinazolin-6-yl)acrylamide O1C(=CC=C1)C=1C=CC(=C(C1)NC1=NC=NC2=CC(=C(C=C12)NC(C=C)=O)OCCCOC)OC